diethyl((((3aR,4R,6R,6aS)-6-(1-(2-chloro-4-(cyclopentylamino)pyrrolo[2,1-f][1,2,4]triazin-7-yl)ethyl)-2,2-dimethyltetrahydrofuro[3,4-d][1,3]dioxol-4-yl)methoxy)methyl)phosphonate C(C)OP(OCC)(=O)COC[C@H]1O[C@@H]([C@@H]2OC(O[C@@H]21)(C)C)C(C)C2=CC=C1C(=NC(=NN12)Cl)NC1CCCC1